lithium myristyl-coa salt C(CCCCCCCCCCCCC)(=O)SCCNC(CCNC([C@@H](C(COP(OP(OC[C@@H]1[C@H]([C@H]([C@@H](O1)N1C=NC=2C(N)=NC=NC12)O)OP(=O)(O)O)(=O)O)(=O)O)(C)C)O)=O)=O.[Li]